C(CCCC)(=O)[O-].C(CCCC)(=O)O.[K+].C(C)(C)(C)C=1C=CC(=NC1)C1CN(C1)C(=O)N1C[C@H](CC1)C1=CN=NN1 [3-(5-tert-butyl-2-pyridinyl)azetidin-1-yl]-[(3S)-3-(1H-triazol-5-yl)pyrrolidin-1-yl]methanone potassium valerate (pentanoate)